N1(CCC1)CCC1=NN(C(C(=C1)C(F)(F)F)=O)[C@H](C(=O)OC)CC(C)C (S)-methyl 2-(3-(2-(azetidin-1-yl) ethyl)-6-oxo-5-(trifluoromethyl) pyridazin-1(6H)-yl)-4-methylpentanoate